methyl 3-chloro-1-oxido-5-(trifluoromethyl)pyridin-1-ium-2-carboxylate ClC=1C(=[N+](C=C(C1)C(F)(F)F)[O-])C(=O)OC